C1CC12CNCCC2C(=O)[O-] 5-azaspiro[2.5]octane-8-carboxylate